F[P-](F)(F)(F)(F)F.C1(=CC=CC=C1)NC(NCCCC=1NC=C[N+]1CCCC)=S (3-Phenylthioureidopropyl)-3-butylimidazolium hexafluorophosphate